FC=1C=C(CN2C(=NC3=NC=C(C=C32)N3C=CC=2C3=NC=CN2)NCC(F)F)C=C(C1)F 1-(3,5-difluorobenzyl)-N-(2,2-difluoroethyl)-6-(5H-pyrrolo[2,3-b]pyrazin-5-yl)-1H-imidazo[4,5-b]pyridin-2-amine